N-[(6-amino-1,5-naphthyridin-3-yl)methyl]-N-(2-methanesulfonylphenyl)pyrazolo[1,5-a]pyridine-3-carboxamide NC=1N=C2C=C(C=NC2=CC1)CN(C(=O)C=1C=NN2C1C=CC=C2)C2=C(C=CC=C2)S(=O)(=O)C